ClC=1C=C(C=C2C=CC(=NC12)NC1=NC=CC(=C1)C(F)(F)F)OCCN1CCCCC1 8-chloro-6-(2-(piperidin-1-yl)ethoxy)-N-(4-(trifluoromethyl)pyridin-2-yl)quinolin-2-amine